tert-butyl 4-{[8-methoxy-6-(4,4,5,5-tetramethyl-1,3,2-dioxaborolan-2-yl)quinazolin-2-yl]amino}piperidine-1-carboxylate COC=1C=C(C=C2C=NC(=NC12)NC1CCN(CC1)C(=O)OC(C)(C)C)B1OC(C(O1)(C)C)(C)C